NC1=NC=NN2C1=CC=C2[C@H]2[C@@H]([C@@H]([C@@](O2)(CF)COP(=O)(OC2=CC=CC=C2)N[C@@H](C)C(=O)OCC)O)O ethyl ((((2R,3S,4R,5S)-5-(4-aminopyrrolo[2,1-f][1,2,4]triazin-7-yl)-2-(fluoromethyl)-3,4-dihydroxytetrahydrofuran-2-yl)methoxy)(phenoxy)phosphoryl)-L-alaninate